ClC=1C(=CC=2N(N1)C(C=C(N2)C(F)(F)F)=O)C 7-chloro-8-methyl-2-(trifluoromethyl)pyrimido[1,2-b]pyridazin-4-one